alpha-(3,4-difluoro-benzyl)-proline FC=1C=C(C[C@@]2(NCCC2)C(=O)O)C=CC1F